C1(CC1)N(C(=O)C1=NN2C(CN(CCCC2)C(=O)OC(C)(C)C)=C1)C tert-butyl 2-(cyclopropyl(methyl)carbamoyl)-6,7,8,9-tetrahydropyrazolo[1,5-a][1,4]diazocine-5(4H)-carboxylate